(S)-6-(4-(4-acryloyl-1-((methyl-d3)sulfonyl)piperazin-2-yl)-6-chloropyridin-2-yl)-N-(methyl-d3)pyrimidine C(C=C)(=O)N1C[C@@H](N(CC1)S(=O)(=O)C([2H])([2H])[2H])C1=CC(=NC(=C1)Cl)C1=CC=NCN1C([2H])([2H])[2H]